(R,S)-N-(1-(4-([1,1'-biphenyl]-3-yl)piperazin-1-yl)-3-methoxy-1-oxopropan-2-yl)acetamide C1(=CC(=CC=C1)N1CCN(CC1)C([C@@H](COC)NC(C)=O)=O)C1=CC=CC=C1